N1C2=C(S[C@H](C1)[C@@H](C1=CC=CC=C1)NCCC=1C=C(C=CC1)[C@H](C(=O)O)C)N=CC=C2 |&1:22| (R and S)-2-(3-(2-(((R)-((R)-2,3-dihydro-1H-pyrido[2,3-b][1,4]thiazin-3-yl)(phenyl)methyl)amino)ethyl)phenyl)propanoic acid